C1(CCCCC1)NCC1(CN(C1)C(=O)C1=C(C(=C(C=C1)F)F)NC1=C(C=C(C=C1)I)F)O 3-[(cyclohexylamino)methyl]-1-({3,4-difluoro-2-[(2-fluoro-4-iodophenyl)amino]phenyl}carbonyl)azetidin-3-ol